2-(4-nitrophenyl)pyrimidine [N+](=O)([O-])C1=CC=C(C=C1)C1=NC=CC=N1